FC(C(=O)O)(F)F.FC=1C=C(C=CC1N1CCNCC1)N1N=C(C(=C1)C1C(CCC1)(S(=O)(=O)N)C1=CC=CC=C1)C1=CC=NC=C1 1-[3-fluoro-4-(piperazin-1-yl)phenyl]-3-(pyridin-4-yl)pyrazol-4-yl(phenyl)cyclopentanesulfonamide trifluoroacetic acid salt